Tert-butyl (3R)-3-(3-chloro-5-iodo-7H-pyrrolo[2,3-c]pyridazin-7-yl)piperidine-1-carboxylate ClC1=CC2=C(N=N1)N(C=C2I)[C@H]2CN(CCC2)C(=O)OC(C)(C)C